CC12CCC3C(CO1)(CCC1C(CCCC13C)(C)C)O2 3,8,8,11a-tetramethyldodecahydro-1H-3,5a-epoxynaphtho[2,1-c]oxepine